(1S,SR)-3-oxabicyclo[3.2.0]heptan-2-one [C@H]12C(OC[C@H]2CC1)=O |&1:4|